1-[(3S)-3-[4-[2,3-difluoro-4-[[(2R)-tetrahydrofuran-2-yl]methoxy]anilino]-pyrido[3,2-d]pyrimidin-6-yl]oxypyrrolidin-1-yl]prop-2-en-1-one FC1=C(NC=2C3=C(N=CN2)C=CC(=N3)O[C@@H]3CN(CC3)C(C=C)=O)C=CC(=C1F)OC[C@@H]1OCCC1